ClC=1C=C2C(=CC1Cl)NC[C@@]21CN(CC1)C(=O)C1CNCC1O (3S)-5,6-dichloro-1'-(4-hydroxypyrrolidine-3-carbonyl)-1H-spiro[indole-3,3'-pyrrolidine]